ClC=1C=CC(=NC1)OC1=C(C=C(C=C1)B1OC(C(O1)(C)C)(C)C)F 5-chloro-2-(2-fluoro-4-(4,4,5,5-tetramethyl-1,3,2-dioxaborolan-2-yl)phenoxy)pyridine